FC=1C=2N(C=C(C1)C1=CNC=3N=C(N=CC31)N[C@H]3CC[C@H](CC3)OCCO)C=CN2 2-((cis-4-((5-(8-Fluoroimidazo[1,2-a]pyridin-6-yl)-7H-pyrrolo[2,3-d]pyrimidin-2-yl)amino)cyclohexyl)oxy)ethan-1-ol